(S)-6-chloro-3-((1-(2-(4,4-difluoropiperidin-1-yl)-6-fluoro-3-methyl-4-oxo-3,4-dihydroquinazolin-8-yl)ethyl)amino)picolinic acid ClC1=CC=C(C(=N1)C(=O)O)N[C@@H](C)C=1C=C(C=C2C(N(C(=NC12)N1CCC(CC1)(F)F)C)=O)F